C1(=C(C=CC=C1)C1=CC(=NC2=CC=C(C=C12)C(=O)N)C)C1=CC=CC=C1 4-([1,1'-biphenyl]-2-yl)-2-methylquinoline-6-carboxamide